4-[6-(2,6-dioxopiperidin-3-yl)-5,7-dioxo-5H,6H,7H-pyrrolo[3,4-d]pyrimidin-2-yl]piperazine-1-carboxylic acid tert-butyl ester C(C)(C)(C)OC(=O)N1CCN(CC1)C=1N=CC2=C(N1)C(N(C2=O)C2C(NC(CC2)=O)=O)=O